N-(3-((6-(2-ethyl-5-fluoro-4-hydroxyphenyl)imidazo[1,5-a]pyridin-8-yl)oxy)Cyclobutyl)acrylamide C(C)C1=C(C=C(C(=C1)O)F)C=1C=C(C=2N(C1)C=NC2)OC2CC(C2)NC(C=C)=O